iron-copper-boron [B].[Cu].[Fe]